COC1C2C3CCC(C3C(C1)C2)C=O 5-methoxyoctahydro-1H-4,7-methanoindene-1-carbaldehyde